N-(2-chloro-3'-(5-(dimethoxymethyl)picolinamido)-2'-methyl-[1,1'-bi-phenyl]-3-yl)-5-(hydroxymethyl)picolinamide ClC1=C(C=CC=C1NC(C1=NC=C(C=C1)CO)=O)C1=C(C(=CC=C1)NC(C1=NC=C(C=C1)C(OC)OC)=O)C